S1C(=NC2=C1C=CC=C2)NC2=C(C(=C(N=N2)NC=2SC=C(N2)C(=O)OCC)COCC)C ethyl 2-({6-[(1,3-benzothiazol-2-yl) amino]-4-(ethoxymethyl)-5-methylpyridazin-3-yl} amino)-1,3-thiazole-4-carboxylate